2-(hydroxyimino)-1-(4-(2-methoxybenzyl)piperazin-1-yl)-2-(1-phenethylpiperidin-4-yl)ethan-1-one hydrochloride Cl.ON=C(C(=O)N1CCN(CC1)CC1=C(C=CC=C1)OC)C1CCN(CC1)CCC1=CC=CC=C1